(6-Chloropyridin-3-yl)(imino)(methyl)-λ6-sulfanone ClC1=CC=C(C=N1)S(=O)(C)=N